CC(CON=O)C 2-Methylpropylnitrit